2-chloro-5-methylbenzoic acid ClC1=C(C(=O)O)C=C(C=C1)C